(S)-2-((1-(3-(bis(4-fluorophenyl)methyl)-1,2,4-oxadiazol-5-yl)ethyl)carbamoyl)-4-methoxypyridin-3-yl acetate C(C)(=O)OC=1C(=NC=CC1OC)C(N[C@@H](C)C1=NC(=NO1)C(C1=CC=C(C=C1)F)C1=CC=C(C=C1)F)=O